6-bromo-2-fluoro-3-iodophenol BrC1=CC=C(C(=C1O)F)I